4-(5-(3,5-dichlorophenyl)-5-(trifluoromethyl)-4,5-dihydroisoxazol-3-yl)-N-(5-isopropyl-1-(prop-2-yn-1-yl)-1H-1,2,4-triazol-3-yl)-2-methyl-N-(prop-2-yn-1-yl)benzamide ClC=1C=C(C=C(C1)Cl)C1(CC(=NO1)C1=CC(=C(C(=O)N(CC#C)C2=NN(C(=N2)C(C)C)CC#C)C=C1)C)C(F)(F)F